BrC1=CC(=C2C(=NC=NC2=C1)NC=1C(=C2C=CC=NC2=CC1)F)OCC1(COC1)N(C)C 7-bromo-5-((3-(dimethylamino)oxetan-3-yl)methoxy)-N-(5-fluoroquinolin-6-yl)quinazolin-4-amine